N1=C(C=CC2=CC=CC=C12)C#N quinoline-2-carbonitrile